(R)-3-(benzofuran-7-yloxy)-N,N-dimethyl-3-(thien-2-yl)propan-1-amine O1C=CC2=C1C(=CC=C2)O[C@H](CCN(C)C)C=2SC=CC2